C(C)S(=O)(=O)NC(C(C)C)=O N-(ethylsulfonyl)-2-methylpropanamide